((2,6-dimethylphenyl)amino)-3-((6-fluoro-2-methyl-1,2,3,4-tetrahydroisoquinolin-7-yl)amino)-1,2,4-triazine-6-carboxamide CC1=C(C(=CC=C1)C)NC=1N=C(N=NC1C(=O)N)NC1=C(C=C2CCN(CC2=C1)C)F